COC1=NC(=NC(=C1)C#C[Si](C)(C)C)N1[C@@H](COC[C@@H]1C)C (3R,5S)-4-{4-methoxy-6-[2-(trimethylsilyl)ethynyl]pyrimidine-2-yl}-3,5-dimethylmorpholine